2-(2,6-dioxopiperidin-3-yl)-4-fluoro-7-(piperazin-1-yl)isoindoline-1,3-dione O=C1NC(CCC1N1C(C2=C(C=CC(=C2C1=O)F)N1CCNCC1)=O)=O